(E)-4-(4-((6-methylpyridin-2-yl)oxy)phenyl)but-3-en-2-one CC1=CC=CC(=N1)OC1=CC=C(C=C1)/C=C/C(C)=O